ClC=1C=C2C(=CN(C2=CC1)C)C(=O)C1=CC=CC2=CC=CC=C12 (5-chloro-1-methyl-1H-indol-3-yl)(naphthalen-1-yl)methanone